Butyl 6-fluoro-4-(5-hydroxypyrimidin-2-yl)-1,4-diazepane-1-carboxylate FC1CN(CCN(C1)C(=O)OCCCC)C1=NC=C(C=N1)O